ClC1=CC(=C2C(=N1)N(N=N2)[C@H]2[C@@H]([C@@H]([C@@H](O2)COS(=O)(=O)CP(O)(O)=O)O)O)N[C@@H]2CCC1=CC=CC=C21 (((((2S,3S,4R,5R)-5-(5-chloro-7-(((R)-2,3-dihydro-1H-inden-1-yl)amino)-3H-[1,2,3]triazolo[4,5-b]pyridin-3-yl)-3,4-dihydroxytetrahydrofuran-2-yl)methoxy)sulfonyl)methyl)phosphonic acid